ethylpropane-2-sulfonamide C(C)CC(C)S(=O)(=O)N